OC1=C(C(=CC(=C1CN(C(=O)C1CCCC1)C)CCCCC)O)C1CCCC(=C1)C N-((2,6-dihydroxy-5'-methyl-4-pentyl-1',2',3',4'-tetrahydro-[1,1'-biphenyl]-3-yl)methyl)-N-methylcyclopentanecarboxamide